3-(benzyloxy)-8-bromo-6-methylquinoline C(C1=CC=CC=C1)OC=1C=NC2=C(C=C(C=C2C1)C)Br